N,N-dihydroxyethyl-glycine ON(C(C(=O)O)CC)O